SNCCC1=CC(O)=C(O)C=C1 sulfydryl-dopamine